(1aS,5aS)-2-(2,4-Difluoro-phenyl)-1a,2,5,5a-tetrahydro-1H-2,3-diaza-cyclopropa[a]pentalene-4-carboxylic acid ((3R,4R)-4-hydroxy-1,1-dioxo-tetrahydro-1λ6-thiophen-3-yl)-amide O[C@@H]1[C@H](CS(C1)(=O)=O)NC(=O)C=1C=2C[C@H]3[C@@H](C2N(N1)C1=C(C=C(C=C1)F)F)C3